Tert-butyl 4-(6-(5-amino-1-(methyl-d3)-6-oxo-1,6-dihydropyridin-3-yl)quinazolin-4-yl)piperazine-1-carboxylate NC1=CC(=CN(C1=O)C([2H])([2H])[2H])C=1C=C2C(=NC=NC2=CC1)N1CCN(CC1)C(=O)OC(C)(C)C